C(#N)C(C)(C)C1=CC=C(C=C1)NC(=O)C1=CN(N=C(C1=O)C1=C(C=CC=C1)OCC(F)F)C N-[4-(2-cyanopropan-2-yl)phenyl]-6-[2-(2,2-difluoroethoxy)phenyl]-2-methyl-5-oxo-2,5-dihydropyridazine-4-carboxamide